COCCN1C(=NC2=C1C=CC=C2)COC2=CC=C(C=C2)C2=NN(C=C2C2=CC=NC=C2)C 1-(2-Methoxy-ethyl)-2-[4-(1-methyl-4-pyridin-4-yl-1H-pyrazol-3-yl)-phenoxymethyl]-1H-benzoimidazole